CC1=NN=C(N=N1)C=1C=C(C=CC1)CN 1-[3-(6-methyl-1,2,4,5-tetrazin-3-yl)phenyl]methylamine